2-methyl-N-(4-(morpholinomethyl)thiazol-2-yl)-5-(3-(trifluoromethoxy)phenyl)furan-3-carboxamide CC=1OC(=CC1C(=O)NC=1SC=C(N1)CN1CCOCC1)C1=CC(=CC=C1)OC(F)(F)F